(R)-2-(1-acetylpiperidin-4-ylamino)-3-(4-chlorophenyl)-1-(4-((5R,7R)-7-hydroxy-5-methyl-6,7-dihydro-5H-cyclopenta[d]pyrimidin-4-yl)piperazin-1-yl)propan-1-one C(C)(=O)N1CCC(CC1)N[C@@H](C(=O)N1CCN(CC1)C=1C2=C(N=CN1)[C@@H](C[C@H]2C)O)CC2=CC=C(C=C2)Cl